bis(4-hydroxyphenyl)-p-isopropylbenzene OC1=CC=C(C=C1)C1=C(C=CC(=C1)C(C)C)C1=CC=C(C=C1)O